C(N)(OC12CC3CC(CC(C1)C3)C2)=O (s)-adamantyl carbamate